(S)-N-(7-((4-hydroxy-4-methylpent-2-yn-1-yl)oxy)-5-methyl-4-oxo-2,3,4,5-tetrahydrobenzo[b][1,4]oxazepin-3-yl)-4-(3-(trifluoromethyl)benzyl)-1H-pyrazole-1-carboxamide OC(C#CCOC1=CC2=C(OC[C@@H](C(N2C)=O)NC(=O)N2N=CC(=C2)CC2=CC(=CC=C2)C(F)(F)F)C=C1)(C)C